2-heptadecadienyl-4,5-dihydro-1,3-oxazine C(=CC=CCCCCCCCCCCCCC)C=1OCCCN1